3-{5-[(5-methoxypyridin-2-yl)methoxy]-1,3-benzoxazol-2-yl}pyridin-1-ium-1-olate COC=1C=CC(=NC1)COC=1C=CC2=C(N=C(O2)C=2C=[N+](C=CC2)[O-])C1